Phenyl (5-chloro-2-fluorophenyl)carbamate ClC=1C=CC(=C(C1)NC(OC1=CC=CC=C1)=O)F